4-HYDROXY-2-METHYLPENTANOIC ACID OC(CC(C(=O)O)C)C